CN1N=C2C(=C1)NC(N2C=2C=NC(=CC2)OC2=CC=CC1=C2C2(CC2)CO1)=O 2-methyl-6-(6-spiro[2H-benzofuran-3,1'-cyclopropan]-4-yloxy-3-pyridinyl)-4H-imidazo[4,5-c]pyrazol-5-one